4-(3-((3,5-difluorobenzyl)oxy)-5-fluoropyridin-2-yl)-5-methyl-N-(3-methyl-5-(methylsulfonamido)phenyl)thiophene-2-carboxamide FC=1C=C(COC=2C(=NC=C(C2)F)C=2C=C(SC2C)C(=O)NC2=CC(=CC(=C2)NS(=O)(=O)C)C)C=C(C1)F